1-[4-(bromomethyl)furan-2-ylsulfonyl]-3-(1,2,3,5,6,7-hexahydro-s-indacen-4-yl)urea BrCC=1C=C(OC1)S(=O)(=O)NC(=O)NC1=C2CCCC2=CC=2CCCC12